C1(=CC=CC=C1)C1P(C(CCC1)C1=CC=CC=C1)C1=C(C=CC=C1C1=C(C=CC=C1C(C)C)C(C)C)C1=C(C=CC=C1C(C)C)C(C)C 2,6-diphenyl-1-[2,6-bis(2,6-diisopropylphenyl)phenyl]-phospha-cyclohexane